[Na].C1=C(C=CC=C1O)C M-cresol sodium salt